tert-butyl (2S,5S)-5-((2-methoxyethoxy)methyl)-2-methyl-4-(1-(4-(trifluoromethoxy)phenyl)ethyl)piperazine-1-carboxylate COCCOC[C@H]1N(C[C@@H](N(C1)C(=O)OC(C)(C)C)C)C(C)C1=CC=C(C=C1)OC(F)(F)F